NCC1=C(C(N(C(N1C)=O)CC1=NC(=NO1)C[C@H](O)C1=CC=C(C=C1)Cl)=O)Cl 6-(aminomethyl)-5-chloro-3-({3-[(2S)-2-(4-chlorophenyl)-2-hydroxyethyl]-1,2,4-oxadiazol-5-yl}methyl)-1-methylpyrimidine-2,4-dione